benzyl (1-methyl-4-(6-methyl-5-nitropyridin-2-yl)-1H-1,2,3-triazol-5-yl)carbamate CN1N=NC(=C1NC(OCC1=CC=CC=C1)=O)C1=NC(=C(C=C1)[N+](=O)[O-])C